C(C)(C)(C)C1=C(C(C(=O)[O-])=CC(=C1)C(C)(C)C)O.[Co+2].C(C)(C)(C)C1=C(C(C(=O)[O-])=CC(=C1)C(C)(C)C)O cobalt 3,5-di-t-butylsalicylate